2-Trans,4-Trans-Decadienal CCCCC/C=C/C=C/C=O